3-Ethyl-7-(1-hydroxyethyl)-1,6-naphthyridin-2(1H)-one C(C)C=1C(NC2=CC(=NC=C2C1)C(C)O)=O